2,2'-bis(4-amino-2-trifluoromethyl-phenoxy)biphenyl NC1=CC(=C(OC2=C(C=CC=C2)C2=C(C=CC=C2)OC2=C(C=C(C=C2)N)C(F)(F)F)C=C1)C(F)(F)F